C1(=CC=CC=C1)NCC=1C=C(C=CC1)/C=C/C(=O)OCC (E)-ethyl 3-(3-((phenylamino)methyl)phenyl)acrylate